thiophosphite iron [Fe+3].P([S-])([O-])[O-]